(S)-N-(3-Cyclopropyl-1H-pyrazol-4-yl)-6-(4-ethyl-3-(hydroxymethyl)-5-oxo-4,5-dihydro-1H-1,2,4-triazol-1-yl)-5-fluoro-2-((1,1,1-trifluoropropan-2-yl)oxy)nicotinamide C1(CC1)C1=NNC=C1NC(C1=C(N=C(C(=C1)F)N1N=C(N(C1=O)CC)CO)O[C@H](C(F)(F)F)C)=O